CC1=C(CNC(C=C)=O)C=C(C(=C1)C)O N-(2,4-dimethyl-5-hydroxybenzyl)acrylamide